mercaptocarbamoylphenylboronic acid SNC(=O)C1=C(C=CC=C1)B(O)O